ClC=1C=C(C(=C2C(=NNC12)N1C(C2=CC=CC=C2C1=O)=O)OC1=C(C=CC(=C1)F)Cl)NC(OC(C)(C)C)=O Tert-butyl (7-chloro-4-(2-chloro-5-fluorophenoxy)-3-(1,3-dioxoisoindolin-2-yl)-1H-indazol-5-yl)carbamate